C(C=C)C=1C=C(C(=CC1)OC)OC 4-Allylveratrole